N-(3,4-diethoxy-5-nitrophenyl)acetamide C(C)OC=1C=C(C=C(C1OCC)[N+](=O)[O-])NC(C)=O